ClC=1C=C(C(=C(C1)C1=NC=NN2C1=CC(=C2)CN2C(C1C(C1C2=O)(C)C)=O)O[C@@H]2CNCC(C2)(F)F)C 3-((4-(5-chloro-2-(((S)-5,5-difluoropiperidin-3-yl)oxy)-3-methylphenyl)pyrrolo[2,1-f][1,2,4]triazin-6-yl)methyl)-6,6-dimethyl-3-azabicyclo[3.1.0]hexane-2,4-dione